tert-Butyl 3-bromo-6,7-dihydropyrazolo[1,5-a]pyrazine-5(4H)-carboxylate BrC=1C=NN2C1CN(CC2)C(=O)OC(C)(C)C